COC=1C=C(CN(C2=CC=C(C=C2)COCCOCCN2CCOCC2)CC2=CC(=CC=C2)OC)C=CC1 N,N-bis(3-methoxybenzyl)-4-((2-(2-morpholinoethoxy)ethoxy)methyl)aniline